ClC1=C(C(=O)NCCC2=CC=NC=C2)C=CC(=C1)NC=1C=2N(C=CN1)C(=CN2)C2=C(C(=C(C=C2)OCC#N)F)F 2-chloro-4-((3-(4-(cyanomethoxy)-2,3-difluorophenyl)imidazo[1,2-a]pyrazin-8-yl)amino)-N-(2-(pyridin-4-yl)ethyl)benzamide